4-methylene-1,3-diphenyl-3-azabicyclo[3.1.0]hexan-2-one C=C1N(C(C2(CC12)C1=CC=CC=C1)=O)C1=CC=CC=C1